ClC1=CC(=NC=N1)N1CCC2(CN(CC(N2)=O)C2=C(C=C(C=C2)CN2CCC(CC2)(C)C)F)CC1 9-(6-Chloropyrimidin-4-yl)-4-(4-((4,4-dimethylpiperidin-1-yl)methyl)-2-fluorophenyl)-1,4,9-triazaspiro[5.5]undecan-2-one